6-bromo-3-(2-chloro-5-fluorophenyl)-2-(4-methoxybenzyl)-4-nitroisoindolin-1-one BrC1=CC(=C2C(N(C(C2=C1)=O)CC1=CC=C(C=C1)OC)C1=C(C=CC(=C1)F)Cl)[N+](=O)[O-]